O.C(C)(=O)OC1=C(C(=CC=C1)C(C1=CC=C(C=C1)Br)=O)N.O.O.NC1=C(C=CC=C1C(C1=CC=C(C=C1)Br)=O)OC(C)=O 2-amino-3-(4-bromobenzoyl)phenyl acetate sesquihydrate